COCCC1=CC2=C(N=C(O2)C2CCN(CC2)C(=O)OC(C)(C)C)C=C1 Tert-Butyl 4-[6-(2-methoxyethyl)-1,3-benzoxazol-2-yl]piperidine-1-carboxylate